methyl 2-[tert-butoxycarbonyl-[(2,2-dimethyl-1,3-dioxolan-4-yl)methyl]amino]-5-[3-[4-[3-[tert-butoxycarbonyl(methyl)amino]prop-1-ynyl]-2-fluoro-phenoxy]propyl]thiazole-4-carboxylate C(C)(C)(C)OC(=O)N(C=1SC(=C(N1)C(=O)OC)CCCOC1=C(C=C(C=C1)C#CCN(C)C(=O)OC(C)(C)C)F)CC1OC(OC1)(C)C